methyl 2-amino-2-(5-bromopyrazin-2-yl)acetate NC(C(=O)OC)C1=NC=C(N=C1)Br